azo-chromium N(=N[Cr])[Cr]